(R)-7-((4-((4-Methoxybenzyl)oxy)phenyl)(pyridin-4-yl)methoxy)chroman-4-one COC1=CC=C(COC2=CC=C(C=C2)[C@@H](OC2=CC=C3C(CCOC3=C2)=O)C2=CC=NC=C2)C=C1